(R)-2-(5-(5-((1-(4-fluorophenyl)ethyl)amino)pyrazin-2-yl)pyridin-3-yl)ethan-1-ol FC1=CC=C(C=C1)[C@@H](C)NC=1N=CC(=NC1)C=1C=C(C=NC1)CCO